8-chloro-N2-(2-morpholinoethyl)-N4-(3-(piperidin-1-yl)propyl)-N-(4-(trifluoromethoxy)phenyl)quinoline-2,4-diamine ClC=1C=CC=C2C(=CC(=NC12)N(C1=CC=C(C=C1)OC(F)(F)F)CCN1CCOCC1)NCCCN1CCCCC1